N-(2-(1H-indol-3-yl)ethyl)-5-chlorothiazolo[5,4-d]pyrimidin-7-amine N1C=C(C2=CC=CC=C12)CCNC=1C2=C(N=C(N1)Cl)SC=N2